6-(4-chloro-3-isopropyl-3H-imidazo[4,5-c]pyridin-6-yl)-1'-(1-hydroxycyclopropane-1-carbonyl)-1-((1s,3s)-3-(piperidin-1-yl)cyclobutyl)spiro[indolin-3,4'-piperidin]-2-one ClC1=NC(=CC2=C1N(C=N2)C(C)C)C2=CC=C1C(=C2)N(C(C12CCN(CC2)C(=O)C2(CC2)O)=O)C2CC(C2)N2CCCCC2